1-(2-morpholinoethyl)-2,4-dioxo-1,3,8-triazaspiro[4.5]decane-8-carboxylate O1CCN(CC1)CCN1C(NC(C12CCN(CC2)C(=O)[O-])=O)=O